C(#C)C1=C2C=CC(=C(C2=CC=C1)F)N 5-ethynyl-1-Fluoronaphthalene-2-amine